C(C(=C)C)(=O)OCCC[Si](OCC)(OCC)C 3-methacryloxy-propylmethyl-diethoxy-silane